CC(=O)OC1=C(C=C(C=C1)C=O)OC The molecule is a phenyl acetate obtained by the formal condensation of phenolic group of vanillin with acetic acid. It is a member of benzaldehydes, a monomethoxybenzene and a member of phenyl acetates. It derives from a vanillin.